bis-benzylphosphine C(C1=CC=CC=C1)PCC1=CC=CC=C1